(4-fluorophenyl)-N-{[(4R)-4-(5-methyl-1,3-thiazol-4-yl)-2,5-dioxoimidazolidin-4-yl]methyl}-2H-1,2,3-triazole-4-carboxamide FC1=CC=C(C=C1)N1N=CC(=N1)C(=O)NC[C@@]1(NC(NC1=O)=O)C=1N=CSC1C